tert-butylperoxy-3,3,5-trimethylcyclohexane C(C)(C)(C)OOC1CC(CC(C1)C)(C)C